NC=1N=CC(=NC1C=1SC(=NN1)C1=CC=C(C=C1)CNC)C1=CC2=C(S(C(C2F)(C)C)(=O)=O)C=C1 5-(5-amino-6-(5-(4-((methylamino)methyl)phenyl)-1,3,4-thiadiazol-2-yl)pyrazin-2-yl)-3-fluoro-2,2-dimethyl-2,3-dihydrobenzo[b]thiophene 1,1-dioxide